C1(CCCCC1)NC1=C(C=C(C=C1)S(=O)(=O)NC)C1=NC=CC=C1F 4-(cyclohexylamino)-3-(3-fluoropyridin-2-yl)-N-methylbenzenesulfonamide